4-((2s,4r)-4-(cyclopropylmethoxy)-1-((5-methoxy-7-methyl-1H-indol-4-yl)amino)piperidin-2-yl)benzoic acid C1(CC1)CO[C@H]1C[C@H](N(CC1)NC1=C2C=CNC2=C(C=C1OC)C)C1=CC=C(C(=O)O)C=C1